C(C=C)S(=O)(=O)CC(=O)C1=CC=C(C=C1)OC 2-allylsulfonyl-1-(4-methoxyphenyl)ethan-1-one